rac-(1S*,2S*)-2-(3-chlorophenyl)-N-(4-((8-(2-cyanoethyl)-6-cyclopropylimidazo[1,2-a]pyridin-2-yl)methoxy)pyridin-2-yl)cyclopropane-1-carboxamide ClC=1C=C(C=CC1)[C@@H]1[C@H](C1)C(=O)NC1=NC=CC(=C1)OCC=1N=C2N(C=C(C=C2CCC#N)C2CC2)C1 |r|